tert-Butyl-((7R)-2-(2-(1-(cyclopropylmethyl)-1H-indol-2-yl)-4-methoxy-3-methylpyrazolo[1,5-a]pyridine-6-carbonyl)-2-azabicyclo[2.2.1]heptan-7-yl)carbamate C(C)(C)(C)OC(N[C@H]1C2N(CC1CC2)C(=O)C=2C=C(C=1N(C2)N=C(C1C)C=1N(C2=CC=CC=C2C1)CC1CC1)OC)=O